(R)-2-methyl-N-(1-(2-methyl-3-(trifluoromethyl)phenyl)ethyl)-6-(piperazine-1-yl)pyridine C[C@H]1N(C(=CC=C1)N1CCNCC1)C(C)C1=C(C(=CC=C1)C(F)(F)F)C